4-(3-(2-(Hydroxyloxycarbonyl)benzofuran-6-sulfonylamino)pyridine-2-oxy)piperidine-1-carboxylic acid tert-butyl ester C(C)(C)(C)OC(=O)N1CCC(CC1)OC1=NC=CC=C1NS(=O)(=O)C1=CC2=C(C=C(O2)C(=O)OO)C=C1